Cl.N[C@@H]([C@@H](O)C1=C(C(=CC=C1)F)Cl)CCC (1S,2R)-2-amino-1-(2-chloro-3-fluorophenyl)pentan-1-ol hydrochloride